dilauroyl tartrate C(=O)(OC(CCCCCCCCCCC)=O)C(O)C(O)C(=O)OC(CCCCCCCCCCC)=O